7-fluoro-1-isopropyl-3-methyl-imidazo[4,5-c]quinolin-2-one FC=1C=CC=2C3=C(C=NC2C1)N(C(N3C(C)C)=O)C